[18F]-fluoroadenosine [18F][C@@]1([C@H](O)[C@H](O)[C@@H](CO)O1)N1C=NC=2C(N)=NC=NC12